C(C)(C)(C)OC(=O)N1C[C@@H]2COC3=C(CN2CC1)C=C(C(=C3)B(O)O)F [(12aR)-2-(Tert-butoxycarbonyl)-8-fluoro-1,2,3,4,12,12a-hexahydro-6H-pyrazino[2,1-c][1,4]benzoxazepin-9-yl]boronic acid